3-{4-[4-(piperazin-1-ylmethyl)piperidin-1-yl]phenyl}piperidine-2,6-dione N1(CCNCC1)CC1CCN(CC1)C1=CC=C(C=C1)C1C(NC(CC1)=O)=O